triphenyl-(o-hydroxyphenyl)phosphonium methyl-2-{[(1,2,3,5,6,7-hexahydro-s-indacen-4-yl)carbamoyl]amino}-3-(1-methyl-1H-pyrazol-4-yl)propanoate COC(C(CC=1C=NN(C1)C)NC(NC1=C2CCCC2=CC=2CCCC12)=O)=O.C1(=CC=CC=C1)[P+](C1=C(C=CC=C1)O)(C1=CC=CC=C1)C1=CC=CC=C1